CC(C(OC)OC)=CCOC(C)=O 2-methyl-4-acetoxy-1,1-dimethoxy-2-butene